oct-3-en-1-yl vinylphosphonate C(=C)P(OCCC=CCCCC)([O-])=O